NC1=NC=C(C=N1)C#CCN(C(=O)C1N(NC(C1)=O)C1=NC(=CC(=N1)C)C(F)(F)F)C1=CC(=C(C=C1)Cl)C N-(3-(2-aminopyrimidin-5-yl)prop-2-yn-1-yl)-N-(4-chloro-3-methylphenyl)-2-(4-methyl-6-(trifluoromethyl)pyrimidin-2-yl)-5-oxopyrazolidine-3-carboxamide